CNC=1N=CC(=C2C=C(N=CC12)NC(=O)C1CC1)C1=CC=C(C=C1)OC1=CC(=NC=C1)C N-(8-(methylamino)-5-(4-((2-methylpyridin-4-yl)oxy)phenyl)-2,7-naphthyridin-3-yl)cyclopropanecarboxamide